C(#N)CCC=1C(=NC(=NC1OC)NS(=O)(=O)C1=CNC(=C1)C1=NC=CC=C1F)OC N-[5-(2-cyanoethyl)-4,6-dimethoxy-pyrimidin-2-yl]-5-(3-fluoro-2-pyridyl)-1H-pyrrole-3-sulfonamide